C(C)N(C(=O)[C@H]1CN([C@@H]2CC=3C4=C(C2=C1)C=CC=C4NC3)CC3=CC(=C(C=C3)F)OC)CC (6aR,9R)-N,N-diethyl-7-(4-fluoro-3-methoxybenzyl)-4,6,6a,7,8,9-hexahydroindolo[4,3-fg]quinoline-9-carboxamide